N=1NC(C=CC1)=O (R)-2H-pyridazin-3-one